ClC1=C(C=CC(=C1)C(C(F)(F)F)(C(F)(F)F)O)C1=C(C=C(C(=C1)F)CN1CC2CCC(C1)N2S(=O)(=O)C)C(C)C 2-(2-chloro-5'-fluoro-2'-isopropyl-4'-((8-(methylsulfonyl)-3,8-diazabicyclo[3.2.1]octan-3-yl)methyl)-[1,1'-biphenyl]-4-yl)-1,1,1,3,3,3-hexafluoropropan-2-ol